boc-4-(4-fluorobenzoyl)piperidine C(=O)(OC(C)(C)C)N1CCC(CC1)C(C1=CC=C(C=C1)F)=O